C(C1=CC=CC=C1)(=O)NC(C)S(=O)(=O)O.BrC=1C=C(C=C(C1)F)C(C)=O 1-(3-bromo-5-fluorophenyl)ethan-1-one benzamidoethanesulfonate